N1=CC(=CC=C1)[C@H](C)NC(C)=O N-((S)-1-(pyridin-3-yl)ethyl)acetamide